C(C=C)N1N(C2=NC(=NC=C2C1=O)SC)C1=NC(=CC=C1)F 2-allyl-1-(6-fluoropyridin-2-yl)-6-(methylthio)-1,2-dihydro-3H-pyrazolo[3,4-d]pyrimidin-3-one